ClC1=C(C(=CC=C1)F)CN1C(=NOC1=O)CC1=CC=C(C=C1)F 4-[(2-chloro-6-fluorophenyl)methyl]-3-[(4-fluorophenyl)methyl]-4,5-dihydro-1,2,4-oxadiazol-5-one